(+/-)-Isobutyl 3-Methylthiobutyrate CC(C)COC(=O)CC(C)SC